ClC=1C=2C(N=C3N(C2C=CC1)C1=CC(=CC=C1C3(C)C)C3CCN(CC3)C3CCC(CC3)C(=O)N3CCC(CC3)C=3C=C(C=CC3)C3C(NC(CC3)=O)=O)=O 3-(3-(1-(4-(4-(4-chloro-7,7-dimethyl-5-oxo-5,7-dihydroindolo[1,2-a]quinazolin-10-yl)piperidin-1-yl)cyclohexane-1-carbonyl)piperidin-4-yl)phenyl)piperidine-2,6-dione